3-{4-Cyclopentylamino-2-[4-(1-methylpiperidin-4-yl)phenylamino]pyrimidin-5-yl}acrylonitrile C1(CCCC1)NC1=NC(=NC=C1C=CC#N)NC1=CC=C(C=C1)C1CCN(CC1)C